C(C)(=O)O[C@]1(C(CCl)=O)CC[C@H]2[C@@H]3[C@@H](CC4=CC(OC[C@]4(C)[C@H]3CC[C@]12C)=O)O chloro-7α-hydroxy-3,20-dioxo-2-oxapregn-4-en-17-yl acetate